OC1=CC=C(C=C1)C(=O)C1=CC=C(C=C1)OCCNC (4-hydroxyphenyl)(4-(2-(methylamino)ethoxy)phenyl)methanone